C(C)(C)N1CCC=2C1=CN=C(C2)C2=NC(=NN2)NC2=CC=C(C(=N2)C(F)(F)F)N(C(OC(C)(C)C)=O)C tert-butyl (6-((5-(1-isopropyl-2,3-dihydro-1H-pyrrolo[2,3-c]pyridin-5-yl)-1H-1,2,4-triazol-3-yl)amino) (trifluoromethyl)pyridin-3-yl)(methyl)carbamate